glucose-1-13C O=[13CH][C@H](O)[C@@H](O)[C@H](O)[C@H](O)CO